CC1=NOC(=C1CCC(=O)N1C(CC(C1)F)C(=O)NC(C1=CC=C(C=C1)C(C)C)C1=CC=CC=C1)C 1-[3-(3,5-dimethyl-1,2-oxazol-4-yl)propionyl]-4-fluoro-N-{phenyl-[4-(propan-2-yl)phenyl]methyl}pyrrolidine-2-carboxamide